OCCS(=O)(=O)NC1=CC(=C(C(=O)NC2=CSC=3C2=NC=CC3)C=C1)N1CCC3(CC3)CC1 4-((2-hydroxyethyl)sulphonamido)-2-(6-azaspiro[2.5]octane-6-yl)-N-(thieno[3,2-b]pyridin-3-yl)benzamide